(R)-N-(2-(4-isobutylpiperazin-1-yl)ethyl)-N-(1-(4-methoxyphenyl)ethyl)-3,3-diphenylprop-2-en-1-amine C(C(C)C)N1CCN(CC1)CCN(CC=C(C1=CC=CC=C1)C1=CC=CC=C1)[C@H](C)C1=CC=C(C=C1)OC